n-hexadecyltrimethyl-ammonium triflate [O-]S(=O)(=O)C(F)(F)F.C(CCCCCCCCCCCCCCC)[N+](C)(C)C